ClC1=C(C(=NC(=N1)CO)N1CCC(CC1)OC1=CC=C2CNC(C2=C1)=O)C 6-((1-(6-chloro-2-(hydroxymethyl)-5-methylpyrimidin-4-yl)piperidin-4-yl)oxy)isoindolin-1-one